3-(3-Hydroxy-2,6-dimethylphenyl)-6-(2-methylpyrimidin-5-yl)-3,7-dihydro-4H-pyrrolo[2,3-d]pyrimidin-4-one OC=1C(=C(C(=CC1)C)N1C=NC2=C(C1=O)C=C(N2)C=2C=NC(=NC2)C)C